FC1=C(C=CC=2C=NSC21)NC2=NC=NC1=CC=C(C=C21)[C@H]2CN(CC2)C(C=C)=O 1-[(3S)-3-[4-[(7-Fluoro-1,2-benzothiazol-6-yl)amino]quinazolin-6-yl]pyrrolidin-1-yl]prop-2-en-1-one